(S)-N-(2,4-difluoro-3-methylphenyl)pyrrolidine-2-carboxamide tert-butyl-3-(5-[(5-chlorothiophen-2-yl)methyl]amino-1-(2,2-dimethylpropanoyl)-1H-pyrazol-3-yl)piperidine-1-carboxylate C(C)(C)(C)OC(=O)N1CC(CCC1)C1=NN(C(=C1)NCC=1SC(=CC1)Cl)C(C(C)(C)C)=O.FC1=C(C=CC(=C1C)F)NC(=O)[C@H]1NCCC1